N1(CCC1)C=1C=CC=2C3(C4=CC=C(C=C4OC2C1)N1CCC1)C(C(C1=CC=C(C=C13)C(=O)N(C)CCOCCOCCCCCCCl)=O)=[N+]=[N-] 3',6'-di(azetidin-1-yl)-N-(2-(2-((6-chlorohexyl)oxy)ethoxy)ethyl)-2-diazo-N-methyl-3-oxo-2,3-dihydrospiro[indene-1,9'-xanthene]-6-carboxamide